C(C1=CC=CC=C1)N1C(C2=C(C=C1)C(=CN2)C2=NC(=NC=C2C(F)(F)F)N[C@@H]2CNCCC2)=O 6-benzyl-3-(2-{[(3S)-piperidin-3-yl]amino}-5-(trifluoromethyl)pyrimidin-4-yl)-1H,6H,7H-pyrrolo[2,3-c]pyridin-7-one